C1(CC1)COCCC1=CC=C(OCC(CNC(C)C)O)C=C1 (4-(2-(cyclopropyl-methoxy)ethyl)phenoxy)-3-(isopropylamino)propan-2-ol